(S)-tert-butyl (1-isopropyl-4-methyl-5-oxo-4,5,6,7-tetrahydro-1H-pyrazolo[3,4-b][1,4]oxazepin-6-yl)carbamate C(C)(C)N1N=CC2=C1OC[C@@H](C(N2C)=O)NC(OC(C)(C)C)=O